(S)-3-(benzyl ((S)-3-(benzyloxy)-2-hydroxypropyl) amino)-2-fluoropropyl methanesulfonate CS(=O)(=O)OC[C@H](CN(C[C@@H](COCC1=CC=CC=C1)O)CC1=CC=CC=C1)F